COC1=CC=C(CN2C(=NC3=C(C2=O)C(=NC(=C3)C)C#N)C)C=C1 3-(4-methoxybenzyl)-2,7-dimethyl-4-oxo-3,4-dihydropyrido[4,3-d]pyrimidine-5-carbonitrile